imidazo[4,5-c]quinoline-7-carboxylate N=1C=NC2=CN=C3CC(=CC=C3C21)C(=O)[O-]